tert-Butyl (2S,4R)-4-hydroxy-2-(((S)-1-(4-(4-methylthiazol-5-yl)phenyl)ethyl)carbamoyl)-pyrrolidine-1-carboxylate O[C@@H]1C[C@H](N(C1)C(=O)OC(C)(C)C)C(N[C@@H](C)C1=CC=C(C=C1)C1=C(N=CS1)C)=O